N1=NN(C2=NC=CC=C21)C2=CC(=C(C(=O)O)C=C2)OC 4-(3H-[1,2,3]triazolo[4,5-b]pyridin-3-yl)-2-methoxybenzoic acid